CC1(OB(OC1(C)C)C=1C=C2C(=NN(C2=CC1)COCC[Si](C)(C)C)C=O)C 5-(4,4,5,5-tetramethyl-1,3,2-dioxaborolan-2-yl)-1-((2-(trimethylsilyl)ethoxy)methyl)-1H-indazole-3-carbaldehyde